tert-butyl 4-({6-[6-amino-3-oxo-2-(prop-2-en-1-yl)-1H,2H,3H-pyrazolo[3,4-d]pyrimidin-1-yl]pyridin-2-yl}oxy)piperidine-1-carboxylate NC1=NC=C2C(=N1)N(N(C2=O)CC=C)C2=CC=CC(=N2)OC2CCN(CC2)C(=O)OC(C)(C)C